SC=1C(=NC=CC1)S bis-mercaptopyridine